5-fluoro-3-(piperidin-4-yl)-1-toluenesulfonyl-1H-indole hydrochloride Cl.FC=1C=C2C(=CN(C2=CC1)S(=O)(=O)CC1=CC=CC=C1)C1CCNCC1